4-(4-((S)-3-(tert-butoxy)-2-((1,3-dioxoisoindolin-2-yl)oxy)-3-oxopropoxy)phenyl)-1-((3-(tert-butoxycarbonyl)-2,2-dimethyloxazolidin-5-yl)methyl)-2-methyl-1H-pyrazol-2-ium C(C)(C)(C)OC([C@H](COC1=CC=C(C=C1)C=1C=[N+](N(C1)CC1CN(C(O1)(C)C)C(=O)OC(C)(C)C)C)ON1C(C2=CC=CC=C2C1=O)=O)=O